ClC=1N=C(C2=C(N1)CCN(C2)C2CC2)OC=2N=CC=1CCC3=C(C1C2F)NC2=C3C(NCC2)=O 2-((2-chloro-6-cyclopropyl-5,6,7,8-tetrahydropyrido[4,3-d]pyrimidin-4-yl)oxy)-1-fluoro-5,6,8,9,10,11-hexahydro-7H-pyrido[3',4':4,5]pyrrolo[2,3-f]isoquinolin-7-one